COC=1N=NC2=CC(=CC=C2C1)C1=NC(=CC=C1C=1C=NN(C1)CC1(CCC1)C(F)(F)F)C 3-methoxy-7-[6-methyl-3-(1-{[1-(trifluoromethyl)cyclobutyl]methyl}-1H-pyrazol-4-yl)pyridin-2-yl]cinnoline